(3-butynyl)-carboxamide C(CC#C)C(=O)N